C(C1=CC=CC=C1)OC=1C(=NC=C(C1)OC)C#C 3-(benzyloxy)-2-ethynyl-5-methoxypyridine